CC1=C(C=C(C(=C1)OCCC)C)O 2,5-Dimethyl-4-propoxy-phenol